tert-butyl 4-(2-((4-methoxy-7-((2-(trimethylsilyl)ethoxy)methyl)-7H-pyrrolo[2,3-d]pyrimidin-2-yl)amino)pyridin-4-yl)piperazine-1-carboxylate COC=1C2=C(N=C(N1)NC1=NC=CC(=C1)N1CCN(CC1)C(=O)OC(C)(C)C)N(C=C2)COCC[Si](C)(C)C